[Na+].[Na+].[Na+].[Na+].C(=O)([O-])CN([C@@H](CCC(=O)[O-])C(=O)[O-])CC(=O)[O-] N,N-dicarboxymethylglutamic acid tetrasodium salt